FC(OC=1C=C(C=CC1F)C=1C=C(C(=NC1)F)CN1C(OCC1)=O)F 3-((5-(3-(Difluoromethoxy)-4-fluorophenyl)-2-fluoropyridin-3-yl)methyl)oxazolidin-2-one